N-(4-NITROPHENYL)MALEIMIDE C1=CC(=CC=C1N2C(=O)C=CC2=O)[N+](=O)[O-]